tert-butyl 9-(4-hydroxy-2-oxopyridin-1(2H)-yl)-1,2,4,5-tetrahydro-3H-[1,4]diazepino[1,7-a]indole-3-carboxylate OC1=CC(N(C=C1)C1=CC=2C=C3N(C2C=C1)CCN(CC3)C(=O)OC(C)(C)C)=O